ClC=1C2=C(N=C(N1)SCCC)N(N=N2)[C@@H]2C[C@@H]([C@@H]1[C@H]2OC(O1)(C)C)OCCO 2-[[(3aR,4S,6R,6aS)-6-[7-chloro-5-(propylthio)-3H-1,2,3-triazolo[4,5-d]pyrimidin-3-yl]tetrahydro-2,2-dimethyl-4H-cyclopenta-1,3-dioxol-4-yl]oxy]ethanol